(4S,6R,7S)-4-n-hexyloxy-6-acetylOxymethyl-7-acetoxy-2,4,6,7-tetrahydropyrano[3,4-c]Pyrrole-1-carboxylic acid methyl ester COC(=O)C1=C2C(=CN1)[C@H](O[C@@H]([C@H]2OC(C)=O)COC(C)=O)OCCCCCC